O[C@@H](CC(=O)[O-])CC=C (R)-3-HYDROXY-5-HEXENOATE